OC1CCN(CC1)C(=O)N1CC2=C(C=C(C=C2CC1)C=1C=C2C(=NC1)NC=C2C)[C@H]2NCCOC2 (R)-(4-hydroxypiperidin-1-yl)(6-(3-methyl-1H-pyrrolo[2,3-b]pyridine-5-yl)-8-(morpholin-3-yl)-3,4-dihydroisoquinolin-2(1H)-yl)methanone